CCCCCCCCCCCCCCCCCCCC(=O)OC[C@H](COP(=O)([O-])OCC[N+](C)(C)C)OC(=O)CCCCCCCCC/C=C\\CCCCCC The molecule is a phosphatidylcholine 38:1 in which the acyl groups specified at positions 1 and 2 are eicosanoyl and (11Z)-octadecenoyl respectively. It derives from an icosanoic acid and a cis-vaccenic acid.